(5'S,7a'R)-1-(benzene-carbonyl)-5'-(3,5-difluorophenyl)-3-methyltetrahydro-3'H-spiro[piperidine-4,2'-pyrrolo[2,1-b][1,3]-oxazol]-3'-one C1(=CC=CC=C1)C(=O)N1CC(C2(C(N3[C@H](O2)CC[C@H]3C3=CC(=CC(=C3)F)F)=O)CC1)C